N=1NC=C2C(CCCC12)=O 2,5,6,7-tetrahydro-4H-indazol-4-one